2-Chloro-5-{[(2,2-dimethylpropanoyl)amino]methyl}-N-{1-[4-(trifluoromethyl)phenyl]-1H-indazol-4-yl}benzamide ClC1=C(C(=O)NC2=C3C=NN(C3=CC=C2)C2=CC=C(C=C2)C(F)(F)F)C=C(C=C1)CNC(C(C)(C)C)=O